(1S,5R,6R,7S)-7-(bis(4-methoxyphenyl) (phenyl)methoxy)-3-hydroxy-8-methyl-8-azabicyclo[3.2.1]octan-6-yl acetate C(C)(=O)O[C@@H]1[C@H]2CC(C[C@@H]([C@@H]1OC(C1=CC=CC=C1)(C1=CC=C(C=C1)OC)C1=CC=C(C=C1)OC)N2C)O